C1(CCC1)C=1C(=NN(C1NC(CC1(CCC1)C(F)(F)F)=O)C)C1=CC=C(C=C1)F N-(4-cyclobutyl-3-(4-fluorophenyl)-1-methyl-1H-pyrazol-5-yl)-2-(1-(trifluoromethyl)cyclobutyl)acetamide